ClC1=C(C(=CC=C1)F)CC1=NOC(N1CC1C(CCCC1)(F)F)=O 3-[(2-chloro-6-fluorophenyl)methyl]-4-[(2,2-difluorocyclohexyl)methyl]-4,5-dihydro-1,2,4-oxadiazol-5-one